1-pentylimidazolium C(CCCC)N1C=[NH+]C=C1